C(C)(C)(C)C=1C=C2C(=C(C(OC2=CC1)(C(F)(F)F)O)NC(C)=O)C1=CC=CC=C1 N-(6-(tert-Butyl)-2-hydroxy-4-phenyl-2-(trifluoromethyl)-2H-chromen-3-yl)acetamide